(Z)-N-tert-Butyl-1-(3-(3-(2-fluorophenyl)-4-oxo-3,4-dihydrophthalazin-1-yl)phenyl)methanimine oxide C(C)(C)(C)/[N+](=C/C1=CC(=CC=C1)C1=NN(C(C2=CC=CC=C12)=O)C1=C(C=CC=C1)F)/[O-]